methyl gadoleate C(CCCCCCC\C=C/CCCCCCCCCC)(=O)OC